C1(CCC1)NC(C1=NC(=C(C=C1)N1CCN(CC1)CC1=CC=2C3=C(N(C(NC3=C1F)=O)CC)N=CN2)C)=O N-cyclobutyl-5-(4-((3-ethyl-9-fluoro-2-oxo-2,3-dihydro-1H-pyrimido[4,5,6-de]quinazolin-8-yl)methyl)piperazin-1-yl)-6-methylpicolinamide